2-(1-Methyl-7-nitro-1H-indazol-3-yl)propan-1-ol CN1N=C(C2=CC=CC(=C12)[N+](=O)[O-])C(CO)C